O1COC2=C1C=P(OC2)=O [1,3]dioxolo[4,5-d][1,2]oxaphosphinine 6-oxide